CC1(C=C(NN1)C2CC2)C3CC3 5-methyl-3,5-dicyclopropylpyrazoline